2-N-[2-(4-formyl-1-piperidyl)-5-methoxy-1,3-benzothiazol-6-yl]-6-(trifluoromethyl)pyridine-2-carboxamide C(=O)C1CCN(CC1)C=1SC2=C(N1)C=C(C(=C2)NC(=O)C2=NC(=CC=C2)C(F)(F)F)OC